C1=CC=CC2=CC3=CC=CC=C3C(=C12)CCC(=O)O 3-(Anthracene-9-yl)propionic acid